ClC=1C=C(C(=O)NCC2CC3(CN(C3)C(=O)OC(C)(C)C)C2)C=C(C1)F tert-butyl 6-[[(3-chloro-5-fluoro-benzoyl)amino]methyl]-2-azaspiro[3.3]heptane-2-carboxylate